N[C@H](C(NCCOCCOCCOCCOCCC(=O)OC(C)(C)C)=O)CCCCN=[N+]=[N-] tert-butyl (S)-18-amino-22-azido-17-oxo-4,7,10,13-tetraoxa-16-azadocosanoate